Cl.NCC1=CC=C(C=C1)NC(N(C)C)=O 3-(4-(Aminomethyl)phenyl)-1,1-dimethylurea hydrochloride